(2-((2R,3S,4S,5S,6R)-6-(1-(3-(hex-5-ynamido)phenyl)-1H-1,2,3-triazol-4-yl)-3,4,5-trihydroxytetrahydro-2H-pyran-2-yl)ethyl)phosphonic acid C(CCCC#C)(=O)NC=1C=C(C=CC1)N1N=NC(=C1)[C@@H]1[C@H]([C@H]([C@@H]([C@H](O1)CCP(O)(O)=O)O)O)O